(1R,4r)-4-((R)-1-(((R)-4-(((R)-1-(1-ethyl-1H-pyrazol-4-yl)-2-(6-azaspiro[3.5]nonan-6-yl)ethyl)amino)-6-phenyl-5,6,7,8-tetrahydroquinazolin-2-yl)amino)propyl)cyclohexane C(C)N1N=CC(=C1)[C@H](CN1CC2(CCC2)CCC1)NC1=NC(=NC=2CC[C@H](CC12)C1=CC=CC=C1)N[C@H](CC)C1CCCCC1